N1(CCCC1)CCC(=O)N(CCCCCC(=O)OCCCC(CCCCCC)CCCCCC)CCCCCC(=O)OCCCC(CCCCCC)CCCCCC bis(4-hexyldecyl) 6,6'-((3-(pyrrolidin-1-yl)propanoyl) azanediyl)dihexanoate